NC1=NC=C(C=N1)C=C1CC2(CN(C2)C(=O)OC(C)(C)C)C1 tert-butyl 6-[(2-aminopyrimidin-5-yl) methylene]-2-azaspiro[3.3]heptane-2-carboxylate